1-cyclobutyl-N-(2-(2,6-dioxopiperidin-3-yl)-6-fluoro-1-oxoisoindolin-5-yl)-1H-pyrrolo[2,3-b]pyridine-5-carboxamide C1(CCC1)N1C=CC=2C1=NC=C(C2)C(=O)NC=2C=C1CN(C(C1=CC2F)=O)C2C(NC(CC2)=O)=O